(S,E)-3-(4-chlorophenyl)-4-phenyl-N-((4-(trifluoromethyl)phenyl)sulfonyl)-4,5-dihydro-1H-pyrazole-1-carboximidoyl chloride ClC1=CC=C(C=C1)C1=NN(C[C@@H]1C1=CC=CC=C1)\C(=N/S(=O)(=O)C1=CC=C(C=C1)C(F)(F)F)\Cl